[3,4-dimethyl-2-oxo-5-(4-piperidinyl)benzimidazol-1-yl]Piperidine-2,6-dione CN1C(N(C2=C1C(=C(C=C2)C2CCNCC2)C)N2C(CCCC2=O)=O)=O